amino-2-methylquinoline NC=1C(=NC2=CC=CC=C2C1)C